methyl (1R,3R)-2-(2-chloroacetyl)-1-(4-((4,4-diphenylbutyl) carbamoyl) phenyl)-2,3,4,9-tetrahydro-1H-pyrido[3,4-b]indole-3-carboxylate ClCC(=O)N1[C@@H](C=2NC3=CC=CC=C3C2C[C@@H]1C(=O)OC)C1=CC=C(C=C1)C(NCCCC(C1=CC=CC=C1)C1=CC=CC=C1)=O